BrC=1C(=CC(=C(C(=O)O)C1)NC=C[N+](=O)[O-])OC 5-bromo-4-methoxy-2-((2-nitrovinyl)amino)benzoic acid